FC(OC1=C(C(=O)NC(C(=O)O)CC)C=CC=C1)(F)F 2-(2-(trifluoromethoxy)benzamido)butanoic acid